N-(4-(aminomethyl)phenyl)-2-fluoro-6-(4-(trifluoromethyl)piperidin-1-yl)pyridin-3-amine hydrochloride Cl.NCC1=CC=C(C=C1)NC=1C(=NC(=CC1)N1CCC(CC1)C(F)(F)F)F